C(C)C(CCN)N 1-ethyl-propane-1,3-diamine